O1CCC(CC1)OC(NC1CCN(CC1)C([C@H](NC([C@H](NC([C@H](NC([C@H](N)CC1=CC=CC=C1)=O)CC1=CC=CC=C1)=O)CC(C)C)=O)CCCCN)=O)=O tetrahydro-2H-pyran-4-yl(1-(D-phenylalanyl-D-phenylalanyl-D-leucyl-D-lysyl)piperidin-4-yl)carbamate